CC1=C(CCC(=O)OCC)C=C(C=C1)C Ethyl 2,5-dimethylbenzylacetate